C(C)OC(C(C(C(=O)OCC)CCC(C)C)CCC(C)C)=O 2,3-diisopentylsuccinic acid diethyl ester